C1N(CC12CCOCC2)CC(=O)NC=2C=C(C(=NC2)C)NC(=O)C=2C=NN1C2SC(=C1)C=1C(=NC=CC1)OC N-(5-(2-(7-oxa-2-azaspiro[3.5]nonan-2-yl)acetamido)-2-methylpyridin-3-yl)-2-(2-methoxypyridin-3-yl)pyrazolo[5,1-b]thiazole-7-carboxamide